N-(2-(2,6-dioxopiperidin-3-yl)-1-oxoisoindolin-5-yl)-1-isopropyl-3-methyl-1H-pyrazolo[3,4-d]pyrimidine-6-carboxamide O=C1NC(CCC1N1C(C2=CC=C(C=C2C1)NC(=O)C1=NC=C2C(=N1)N(N=C2C)C(C)C)=O)=O